C12(CC3CC(CC(C1)C3)C2)CN2N=CC(=C2C)C2=CC=C3C(=CC=NC3=C2C(=O)OC)N methyl 7-(1-(adamantan-1-ylmethyl)-5-methyl-1H-pyrazol-4-yl)-4-aminoquinoline-8-carboxylate